ClC1=C(C=CC=C1Cl)S(=O)(=O)NC1=CC=C(C(=O)NC2=C(C=CC=C2)OC)C=C1 4-((2,3-dichlorophenyl)sulfonamido)-N-(2-methoxyphenyl)benzamide